N[C@H](C1CCN(CC1)C(=O)N)C1=C(C=C(C(=C1)Cl)Cl)O 4-[(R)-amino(4,5-dichloro-2-hydroxyphenyl)methyl]piperidine-1-carboxamide